C(C)N1N=CC=C1C(=O)N[C@H](C(=O)NC1=NC(=C(C=C1)C=1C(=NN(C1CC)COCC[Si](C)(C)C)C)F)[C@H]1CCCC2(CC2)C1 2-ethyl-N-[(1S)-2-[[5-[5-ethyl-3-methyl-1-(2-trimethylsilylethoxymethyl)pyrazol-4-yl]-6-fluoro-2-pyridyl]amino]-2-oxo-1-[(7S)-spiro[2.5]octan-7-yl]ethyl]pyrazole-3-carboxamide